CS(=O)(=O)C1=CC=C(C=C1)C1=CC=CC=C1 (1R,2R)-4-methylsulfonylphenyl-benzene